9,9-bis(2'-hydroxyethyl)-2,7-dinaphthalen-2-yl-9H-fluorene OCCC1(C2=CC(=CC=C2C=2C=CC(=CC12)C1=CC2=CC=CC=C2C=C1)C1=CC2=CC=CC=C2C=C1)CCO